CC1(OC2=C(C(NC1)=O)C=CC=N2)C 2,2-dimethyl-3H-pyrido[3,2-f][1,4]oxazepin-5-one